3-fluoro-2-(methoxycarbonyl)-5-(trifluoromethyl)pyridine 1-oxide FC=1C(=[N+](C=C(C1)C(F)(F)F)[O-])C(=O)OC